3-benzoxazinethione O1NC(CC2=C1C=CC=C2)=S